FC(C=1C=CC=2N(N1)C(=CN2)C2=CC(=NC=N2)N2CC(CCC2)CN)F [1-[6-[6-(Difluoromethyl)imidazo[1,2-b]pyridazin-3-yl]pyrimidin-4-yl]-3-piperidinyl]methylamine